S1C=NC2=C1C=CC(=C2)C=O benzo[d]thiazole-5-carbaldehyde